3-(1-oxo-5-(((S)-pyrrolidin-3-yl)oxy)isoindolin-2-yl)piperidine-2,6-dione, hydrochloride Cl.O=C1N(CC2=CC(=CC=C12)O[C@@H]1CNCC1)C1C(NC(CC1)=O)=O